NC[C@@]12[C@@H](CN(C1)C1=NC(=C(C(=N1)C(=O)N)C1=C(C(=CC=C1)Cl)Cl)N)CCC2 (P)-2-[(3ar,6as)-3a-(aminomethyl)-octahydrocyclopenta[c]pyrrol-2-yl]-6-amino-5-(2,3-dichlorophenyl)pyrimidine-4-carboxamide